(R)-N-((S)-1-(2,6-difluorophenyl)ethyl)-2-methylpropane-2-sulfinamide FC1=C(C(=CC=C1)F)[C@H](C)N[S@](=O)C(C)(C)C